N=1C=C(N2C1C=CC=C2)C2=C1CNC(C1=C(C=C2)NC2=NC=C(C=C2)N2CCN(CC2)C)=O 4-imidazo[1,2-a]pyridin-3-yl-7-[[5-(4-methylpiperazin-1-yl)-2-pyridyl]amino]isoindolin-1-one